COC=1C=C2C(=NC(=NC2=CC1OC)C)NC(C)C=1SC(=CC1)C1=CC(=CC=C1)N1CCOCC1 6,7-dimethoxy-2-methyl-N-[1-{5-[3-(morpholin-4-yl)phenyl]thiophen-2-yl}-ethyl]quinazolin-4-amine